1-(3-acetylphenyl)-3-(3-(2-(methylamino)ethyl)-4-oxo-3,4-dihydroquinazolin-6-yl)urea C(C)(=O)C=1C=C(C=CC1)NC(=O)NC=1C=C2C(N(C=NC2=CC1)CCNC)=O